1-(4-(difluoromethoxy)phenyl)-7-ethoxy-3-(4-methoxyphenyl)-3,4-dihydropyrido[3,2-d]pyrimidin-2(1H)-one FC(OC1=CC=C(C=C1)N1C(N(CC2=C1C=C(C=N2)OCC)C2=CC=C(C=C2)OC)=O)F